ClC=1C=CC(=C(C1)N1CC(N(CC1=O)C(C(=O)O)CC1=CC=C(C=C1)C)=O)N1N=NC(=C1)Cl 2-(4-(5-chloro-2-(4-chloro-1H-1,2,3-triazol-1-yl)phenyl)-2,5-dioxopiperazin-1-yl)-3-(p-tolyl)propanoic acid